The molecule is the leukotriene anion that is the dianion of leukotriene C4 arising from deprotonation of the three carboxy groups and protonation of the glutamyl alpha-amino group. It has a role as a human metabolite. It is a peptide anion and a leukotriene anion. It is a conjugate base of a leukotriene C4. CCCCC/C=C\\C/C=C\\C=C\\C=C\\[C@H]([C@H](CCCC(=O)[O-])O)SC[C@@H](C(=O)NCC(=O)[O-])NC(=O)CC[C@@H](C(=O)[O-])[NH3+]